C(=O)O.FC(CN1N=C(C(=C1)C1=CN=C2N1C=CN=C2NC2=CC(=C(C(=O)NCC(=O)N1CC(NCC1)C)C=C2)CC)C(F)(F)F)F 4-[[3-[1-(2,2-difluoroethyl)-3-(trifluoromethyl)pyrazol-4-yl]imidazo[1,2-a]pyrazin-8-yl]amino]-2-ethyl-N-[2-(3-methylpiperazin-1-yl)-2-oxo-ethyl]benzamide formate